ClC1=C(C=C(C=C1)C=1C=C2C(=NC1)C=NN2CC=2C=NC=C(C2)OC)OC(F)F 6-[4-Chloro-3-(difluoromethoxy)phenyl]-1-[(5-methoxy-3-pyridyl)methyl]pyrazolo[4,3-b]pyridine